ethylenediaminetetraacetic acid disodium zinc salt [Zn+2].[Na+].[Na+].C(CN(CC(=O)[O-])CC(=O)[O-])N(CC(=O)[O-])CC(=O)[O-]